allyloxyoctafluoropentane C(C=C)OC(C(C(C(F)(F)F)(F)F)(F)F)(C)F